2-amino-5-(4-(2-(3,5-difluorophenyl)-2-hydroxyacetamido)-3-fluoro-2-methyl-phenyl)-N-isopropylnicotinamide NC1=C(C(=O)NC(C)C)C=C(C=N1)C1=C(C(=C(C=C1)NC(C(O)C1=CC(=CC(=C1)F)F)=O)F)C